2-(3-chloro-4-(8-chloroimidazo[1,2-a]pyrazin-3-yl)-1H-pyrazol-1-yl)acetonitrile ClC1=NN(C=C1C1=CN=C2N1C=CN=C2Cl)CC#N